(((2-(4-chlorophenyl)-4-oxo-4H-benzopyran-3-yl)oxy)methyl)-N-hydroxybenzoamide ClC1=CC=C(C=C1)C=1OC2=C(C(C1OCC1=C(C(=O)NO)C=CC=C1)=O)C=CC=C2